7-ethyl-1-(6-fluoropyridin-3-yl)-2'-methyl-1H,2'H-3,4'-biindazole C(C)C=1C=CC=C2C(=NN(C12)C=1C=NC(=CC1)F)C=1C2=CN(N=C2C=CC1)C